C(#N)C1=CC=C(C=N1)NC(=O)[C@@H]1CC12CCN(CC2)C(=O)OC(C(F)(F)F)C(F)(F)F |r| 1,1,1,3,3,3-Hexafluoropropan-2-yl (±)-1-((6-cyanopyridin-3-yl)carbamoyl)-6-azaspiro[2.5]octan-6-carboxylat